N1C=NC2=C1C=C(C=C2)NC2=NC1=CC=CC=C1C(=N2)NC2=NNC(=C2)C2CCC2 N~2~-(1H-benzimidazol-6-yl)-N~4~-(5-cyclobutyl-1H-pyrazol-3-yl)quinazoline-2,4-diamine